1-(2-mercaptoethyl)guanidine hydrochloride Cl.SCCNC(=N)N